1-(3,5-dimethylbenzyl)-3-hydroxypyrrolidine CC=1C=C(CN2CC(CC2)O)C=C(C1)C